C(C1CO1)CO[Si](OC)(OC)CCC (2,3-epoxypropyl)propyl-trimethoxysilane